(2S)-2-(2,5-difluorophenyl)pyrrolidine FC1=C(C=C(C=C1)F)[C@H]1NCCC1